C(C1=CC=CC=C1)OC1=NC(=CC=C1C1=CC(=C(C=C1)N1CCC(CC1)C(=O)OCC)F)OCC1=CC=CC=C1 ethyl 1-[4-(2,6-dibenzyloxy-3-pyridyl)-2-fluoro-phenyl]piperidine-4-carboxylate